C(C)C=1N(C(C2=C(N1)COCC2)=O)CC2=NOC(=C2)C2=C(C#N)C=C(C(=C2)O)F 2-(3-((2-Ethyl-4-oxo-4,5,6,8-tetrahydro-3H-pyrano[3,4-d]pyrimidin-3-yl)methyl)isoxazol-5-yl)-5-fluoro-4-hydroxybenzonitrile